C(CCC)C=1N(C2=C(C(=NC=3C=CC=CC23)N)N1)CC1NCCCC1 2-butyl-1-(piperidin-2-ylmethyl)-1H-imidazo[4,5-c]quinolin-4-amine